tert-butyl (6-(((2-(3-((2-acetamidoquinolin-7-yl)methoxy)phenoxy)ethyl)(tert-butoxycarbonyl)amino)methyl)pyridin-2-yl)(tert-butoxycarbonyl)carbamate C(C)(=O)NC1=NC2=CC(=CC=C2C=C1)COC=1C=C(OCCN(C(=O)OC(C)(C)C)CC2=CC=CC(=N2)N(C(OC(C)(C)C)=O)C(=O)OC(C)(C)C)C=CC1